N1=C(C=CC=C1)C1(CC2(C1)CC1(CCCC1)OCC2)CC#N 2-[2-(2-pyridyl)-11-oxadispiro[3.1.46.34]tridecan-2-yl]acetonitrile